8-(1-((6-fluoro-2-(1-hydroxy-1H-benzo[d][1,2,6]oxazaborinin-6-yl)pyridin-3-yl)amino)ethyl)-3,6-dimethyl-2-morpholino-4H-chromen-4-one FC1=CC=C(C(=N1)C=1C=CC2=C(C=NOB2O)C1)NC(C)C=1C=C(C=C2C(C(=C(OC12)N1CCOCC1)C)=O)C